N(=[N+]=[N-])C=1C=C2C=CC(=CC2=CC1C#N)/C=C/C(=O)OCCCC butyl (E)-3-(6-azido-7-cyanonaphthalen-2-yl)acrylate